Cl.FC(CNC(=O)[C@@H]1CNCCC1)F (S)-N-(2,2-difluoroethyl)piperidine-3-carboxamide hydrochloride